phenyl-diazine C1(=CC=CC=C1)C=1N=NC=CC1